4-bromo-N-(2-(2-hydroxyethoxy)ethyl)benzenesulfonamide BrC1=CC=C(C=C1)S(=O)(=O)NCCOCCO